P(OC1=C(C=C(C=C1C(C)(C)C)C)C(C)(C)C)(OC1=C(C=C(C=C1C(C)(C)C)C)C(C)(C)C)([O-])=S bis(2,6-di-tert-butyl-4-methylphenyl) phosphite sulfide